FC=1C(=CC=2C3=C(NC(C2C1)=O)COC[C@@H]3N(C(=O)C3=CC(=C(C=C3)C3=CC=C(C=C3)F)F)C)F (R)-N-(8,9-difluoro-6-oxo-1,4,5,6-tetrahydro-2H-pyrano[3,4-c]isoquinolin-1-yl)-2,4'-difluoro-N-methyl-[1,1'-biphenyl]-4-carboxamide